ClC1=NC(=CC(=N1)OC=1C=NC=2C=3C=4NC[C@H](NC(C4SC3C=CC2N1)=O)C)CN1CCOCC1 (15R)-5-({2-chloro-6-[(morpholin-4-yl)methyl]pyrimidin-4-yl}oxy)-15-methyl-11-thia-3,6,14,17-tetraazatetracyclo[8.8.0.02,7.012,18]octadeca-1(10),2(7),3,5,8,12(18)-hexaen-13-one